(5aR,8aR)-N-(3,4-difluorophenyl)-2-methyl-5a,6,7,8,8a,9-hexahydro-2H,5H-cyclopenta[f]pyrrolo[3,4-b][1,4,5]oxathiazocine-1-carboxamide 4,4-dioxide FC=1C=C(C=CC1F)NC(=O)C=1N(C=C2C1OC[C@H]1[C@H](NS2(=O)=O)CCC1)C